F[P-](F)(F)(F)(F)F.FC(C=1C=CC2=C(N(N=N2)O[P+](N2CCCC2)(N2CCCC2)N2CCCC2)C1)(F)F [[6-(trifluoromethyl)benzotriazol-1-yl]oxy]tris(pyrrolidino)phosphonium hexafluorophosphate